2-[[3-[5-(trifluoromethyl)-2-thienyl]imidazo[1,2-b]pyridazin-6-yl]amino]-7-azaspiro[3.5]nonane-7-carboxylic acid tert-butyl ester C(C)(C)(C)OC(=O)N1CCC2(CC(C2)NC=2C=CC=3N(N2)C(=CN3)C=3SC(=CC3)C(F)(F)F)CC1